2-fluoro-6-formyl-4-(3-(4-(pyrrolidin-1-yl)phenyl)-1,2,4-thiadiazol-5-yl)phenyl 2-(2-methoxyethoxy)acetate COCCOCC(=O)OC1=C(C=C(C=C1C=O)C1=NC(=NS1)C1=CC=C(C=C1)N1CCCC1)F